Cl.N1(CCOCC1)[C@H](C(=O)O)C (S)-2-(morpholin-4-yl)propionic acid monohydrochloride